2-[5-bromo-4-(4-fluorophenyl)imidazol-1-yl]-1-morpholino-ethanone BrC1=C(N=CN1CC(=O)N1CCOCC1)C1=CC=C(C=C1)F